N-((2-ethylthiazol-5-yl)methyl)ethanamine C(C)C=1SC(=CN1)CNCC